(1-methylcyclopropyl)aminofuro[2,3-d]pyrimidine-5-carboxamide CC1(CC1)NC=1N=CC2=C(N1)OC=C2C(=O)N